2-(2-acetyl-6-methoxypyrazolo[1,5-a]pyridin-4-yloxy)-N-methylacetamide C(C)(=O)C1=NN2C(C(=CC(=C2)OC)OCC(=O)NC)=C1